N-(3-isopropoxy-1-[(1R)-1,1,1-trifluoropropan-2-yl]-1H-pyrazol-4-yl)formamide C(C)(C)OC1=NN(C=C1NC=O)C(C(F)(F)F)C